2,2-Bis(4-hydroxycyclohexyl)-propane OC1CCC(CC1)C(C)(C)C1CCC(CC1)O